C1(=CC=CS1)CN(C(=O)OCCOCCOC=1C=CC=C(C1)N(C)C)CC1=CC=CS1 5-[bis(thenyl)aminocarbonyloxyethoxyethoxy]dimethylaminobenzene